Benzyl N-[(1S)-1-[[(2-chloroacetyl)-[(2-oxo-pyrrolidin-3-yl)methyl]amino]carbamoyl]-3-methyl-butyl]carbamate ClCC(=O)N(CC1C(NCC1)=O)NC(=O)[C@H](CC(C)C)NC(OCC1=CC=CC=C1)=O